(S)-3-(furan-2-yl)isoxazolidine O1C(=CC=C1)[C@H]1NOCC1